C1(=CC=CC=C1)N(C(=O)C=1SC=CC1)C1=CC=CC=C1 N,N-diphenyl-2-thienyl-carboxamide